1,1'-carbonyldiimidazole-d C(=O)(N1C(=NC=C1)[2H])N1C(=NC=C1)[2H]